1-(4-chloro-3-fluorophenyl)-9-(6-(2,2,2-trifluoroethoxy)pyrimidin-4-yl)-1,9-diazaspiro[5.5]undecan-2-one ClC1=C(C=C(C=C1)N1C(CCCC12CCN(CC2)C2=NC=NC(=C2)OCC(F)(F)F)=O)F